(S)-N-(4-cyano-3-(trifluoromethyl)phenyl)-2-hydroxy-2-methyl-3-(4-nitro-1H-pyrazol-1-yl)propanamide C(#N)C1=C(C=C(C=C1)NC([C@@](CN1N=CC(=C1)[N+](=O)[O-])(C)O)=O)C(F)(F)F